methyl 1-(6-chloropyridazin-4-yl)-4-(3-methoxyphenyl)piperidine-4-carboxylate ClC1=CC(=CN=N1)N1CCC(CC1)(C(=O)OC)C1=CC(=CC=C1)OC